C12=C(CCC(C1(C)C)C2)C.[Fe] iron pinene